CNC[C@H]1CN2C=3C(=C(SC3C(N1)=O)C=1C=NNC1)OCC2 (S)-7-((methylamino)methyl)-2-(1H-pyrazol-4-yl)-4,5,7,8-tetrahydro-3-oxa-1-thia-5a,8-diazabenzo[cd]azulen-9(6H)-one